ClC1=CC(=NC=C1)CN (4-chloropyridin-2-yl)methanamine